CN1N=NC2=C1C=CC(=C2C)/C=C/C(=O)N2C(OC[C@@H]2C2=CC=CC=C2)=O (S,E)-3-(3-(1,4-dimethyl-1H-benzo[d][1,2,3]triazol-5-yl)acryloyl)-4-phenyl-oxazolidin-2-one